3-(1H-pyrazol-4-yl)-1-tosyl-1H-indole N1N=CC(=C1)C1=CN(C2=CC=CC=C12)S(=O)(=O)C1=CC=C(C)C=C1